trans-2-((4-(4-(2-chloro-4-methylphenyl)-5-methyl-4H-1,2,4-triazol-3-yl)cyclohexyl)oxy)pyridine ClC1=C(C=CC(=C1)C)N1C(=NN=C1C)[C@@H]1CC[C@H](CC1)OC1=NC=CC=C1